[C@@H]12N(C[C@@H](NC1)C2)C=2C=CC=1N=CN=C(C1N2)NC2=C(C(=C(C=C2)OCC21COC(C2)C1)F)F 6-[(1S,4S)-2,5-diazabicyclo[2.2.1]heptan-2-yl]-N-[2,3-difluoro-4-(2-oxabicyclo[2.1.1]hexan-4-ylmethoxy)phenyl]pyrido[3,2-d]pyrimidin-4-amine